OC1=CC=C(C=C1)C(=C(C1=CC=CC=C1)C1=CC=C(OCCN(C)C)C=C1)CC 4'-hydroxy-2-[4-(1,2-diphenylbut-1-enyl)phenoxy]-N,N-dimethyl-ethanamine